4-(benzyloxy)-7-(8-chloro-7-fluoronaphthalen-1-yl)-2-((1-methylpyrrolidin-2-yl)methoxy)-5,6,7,8-tetrahydropyrido[3,4-d]pyrimidine C(C1=CC=CC=C1)OC=1C2=C(N=C(N1)OCC1N(CCC1)C)CN(CC2)C2=CC=CC1=CC=C(C(=C21)Cl)F